C(C)(=O)N1CCC(CC1)N1C(N(C2=C1C=C(C=C2)Cl)CC2=NC=C(C=C2)C=2OC(=NN2)C(F)F)=O 3-(1-Acetylpiperidin-4-yl)-5-chloro-1-((5-(5-(difluoromethyl)-1,3,4-oxadiazol-2-yl)pyridin-2-yl)methyl)-1,3-dihydro-2H-benzo[d]imidazol-2-one